ClC=1C=C(C=CC1)C(CN1C(CC(C1)COC1=CC=C(C=C1)S(=O)(=O)C)C)O 1-(3-chlorophenyl)-2-{4-[(4-methylsulfonylphenoxy)methyl]-2-methylpyrrolidin-1-yl}ethan-1-ol